C1(CC1)CNC(=O)C1=CC(=C(C(=O)OC)C=C1)[N+](=O)[O-] methyl 4-((cyclopropylmethyl) carbamoyl)-2-nitrobenzoate